[N+](=O)([O-])C1=CN=C(S1)NC(=O)C1=C(C=CC=C1)OC([C@H](C(C)(C)C)N)=O (S)-[2-[(5-nitrothiazol-2-yl) carbamoyl] phenyl]-2-amino-3,3-dimethylbutyrate